FC(OC1=CC=C(C=C1)N1C(C(=NC=2C=NC(=NC12)OCC)C=1C=C2C=C(NC2=CC1)CCO)=O)F 8-(4-(difluoromethoxy)phenyl)-2-ethoxy-6-(2-(2-hydroxyethyl)-1H-indol-5-yl)pteridin-7(8H)-one